4-((4-(3-(2-((2-(2,6-dioxopiperidin-3-yl)-1,3-dioxoisoindolin-4-yl)amino)ethoxy)propanoyl)piperazin-1-yl)methyl)-N-(4-methyl-3-((4-(pyridin-3-yl)thiazol-2-yl)amino)phenyl)benzamide O=C1NC(CCC1N1C(C2=CC=CC(=C2C1=O)NCCOCCC(=O)N1CCN(CC1)CC1=CC=C(C(=O)NC2=CC(=C(C=C2)C)NC=2SC=C(N2)C=2C=NC=CC2)C=C1)=O)=O